FC1(CCN(CCC1)C(=O)OC(C)(C)C)F tert-butyl 4,4-difluoroazepane-1-carboxylate